O[C@@H]1C[C@@H](CC1)N1C=NC2=C(C1=O)C=C(N=C2C=2C=NC=CC2)C=2C=NC(=CC2)C(F)(F)F 3-((1r,3s)-3-hydroxycyclopentyl)-8-(pyridin-3-yl)-6-(6-(trifluoromethyl)pyridin-3-yl)pyrido[3,4-d]pyrimidin-4(3H)-one